C1=CC=CC=2C3=CC=CC=C3C(C12)COC(=O)N[C@H](C(=O)O)CCC1=CC=C(C=C1)S(F)(F)(F)(F)F (2S)-2-(9H-fluorene-9-ylmethoxycarbonylamino)-4-[4-(pentafluoro-λ6-sulfanyl)phenyl]butanoic acid